ethyl 7-bromo-6-chloro-8-fluoro-4-hydroxy-2-oxo-1,2-dihydroquinoline-3-carboxylate Ethyl-3-chloro-3-oxopropanoate C(C)OC(CC(=O)Cl)=O.BrC1=C(C=C2C(=C(C(NC2=C1F)=O)C(=O)OCC)O)Cl